butylbiguanidine C(CCC)NC(=N)NNC(=N)N